N-{(2S,3R)-1-(1-cyanocyclobutane-1-carbonyl)-4,4-difluoro-2-[(3'-fluoro[1,1'-biphenyl]-3-yl)methyl]pyrrolidin-3-yl}methanesulfonamide C(#N)C1(CCC1)C(=O)N1[C@H]([C@H](C(C1)(F)F)NS(=O)(=O)C)CC=1C=C(C=CC1)C1=CC(=CC=C1)F